C(C)(C)(C)N[C@@H](CO)C(=O)O tertbutyl-serine